NC1=C(C=C(C(=C1)N)CO)CO 4,6-diaminom-xylylene glycol